C(CCCCCCCCC(=O)OC1C(N(C(CC1)(C)C)C)(C)C)(=O)OC1C(N(C(CC1)(C)C)C)(C)C bis-(1,2,2,6,6-penta-methylpiperidyl) sebacate